C1(CC1)CN1C(CCC1)C1=NC(=NO1)C1CN(C1)C(CN1N=NN=C1)=O 1-(3-(5-(1-(cyclopropylmethyl)pyrrolidin-2-yl)-1,2,4-oxadiazol-3-yl)azetidin-1-yl)-2-(1H-tetrazol-1-yl)ethan-1-one